N-2-pyridyl[4,4-dimethyl-1-(2H-tetraazol-5-yl)pentyl]amine N1=C(C=CC=C1)NC(CCC(C)(C)C)C=1N=NNN1